6-amino-2-(4-amino-4-methyl-piperidin-1-yl)-5-(2,3-dichloro-phenyl)-pyrimidine-4-carboxylic acid hydrazide NC1=C(C(=NC(=N1)N1CCC(CC1)(C)N)C(=O)NN)C1=C(C(=CC=C1)Cl)Cl